5-(3-(3-(2-(2-azidoethoxy)ethoxy)propanamido)-4-hydroxyphenyl)-2-methylpentanoic acid N(=[N+]=[N-])CCOCCOCCC(=O)NC=1C=C(C=CC1O)CCCC(C(=O)O)C